ClC1=CC(=C(COC2=CC=CC(=N2)[C@@]23CCN(C[C@H]3C2)CC2=NC3=C(N2C[C@H]2OCC2)C=C(C=C3)C(=O)O)C=C1)F 2-(((1S,6R)-6-(6-((4-chloro-2-fluorobenzyl)oxy)pyridin-2-yl)-3-azabicyclo[4.1.0]heptan-3-yl)methyl)-1-((S)-oxetan-2-ylmethyl)-1H-benzo[d]imidazole-6-carboxylic acid